OC=1C(C=C(C(C1O)=O)C)=O 2,3-dihydroxyl-5-methyl-1,4-benzoquinone